CC=CC(=O)OCCC[Si](OC)(OC)C γ-methylacryloyloxypropylmethyldimethoxylsilane